tert-butyl (R)-4-(3-((1-(4-((1-(tert-butoxycarbonyl)pyrrolidin-3-yl)oxy)-3-cyclohexylbenzoyl)piperidin-4-yl)oxy)-5-fluorophenyl)piperazine-1-carboxylate C(C)(C)(C)OC(=O)N1C[C@@H](CC1)OC1=C(C=C(C(=O)N2CCC(CC2)OC=2C=C(C=C(C2)F)N2CCN(CC2)C(=O)OC(C)(C)C)C=C1)C1CCCCC1